5,6-dihydro-1,2,4-triazine-1(4H)-carbaldehyde N1(N=CNCC1)C=O